1-methyl-4-[4-(5-methyl-1,3-benzoxazol-2-yl)piperidin-1-yl]-7-[(oxan-4-yl)oxy]-2-oxo-1,2-dihydroquinoline-3-carbonitrile CN1C(C(=C(C2=CC=C(C=C12)OC1CCOCC1)N1CCC(CC1)C=1OC2=C(N1)C=C(C=C2)C)C#N)=O